C(CCC)C1(C(C2=C(C(=C(C=C2C1)O)Cl)Cl)=O)C1CCCC1 2-butyl-6,7-dichloro-2-cyclopentyl-5-hydroxy-2,3-dihydro-1H-inden-1-one